CS(=O)(=O)O[C@@H](COCCOCCN1C(=CC(=C1)C1=NN(C2=CC=C(C=C12)O[Si](C)(C)C(C)(C)C)C1OCCCC1)C#N)C [(1R)-2-[2-[2-[4-[5-[tert-butyl(dimethyl)silyl]oxy-1-tetrahydropyran-2-yl-indazol-3-yl]-2-cyano-pyrrol-1-yl]ethoxy]ethoxy]-1-methyl-ethyl] methanesulfonate